1,4-bis(4-nitrophenoxy)-2,5-di-t-butylbenzene [N+](=O)([O-])C1=CC=C(OC2=C(C=C(C(=C2)C(C)(C)C)OC2=CC=C(C=C2)[N+](=O)[O-])C(C)(C)C)C=C1